BrC(C(C(C(C(Br)(F)F)(F)F)(F)F)(F)F)(F)F 1,5-Dibromoperfluoropentane